COC1=CC=C(C=C1)C1=NC=2N(C(=C1)C(F)(F)F)N=CC2C(=O)C2CCCC2 [5-(4-methoxyphenyl)-7-(trifluoromethyl)pyrazolo[1,5-a]pyrimidin-3-yl]cyclopentylmethanone